(4S)-N-((R)-(4-chloro-2,5-difluorophenyl)(cyclopropyl)methyl)-4-fluoro-1-(3-(methylsulfonyl)benzoyl)-D-prolinamide ClC1=CC(=C(C=C1F)[C@H](NC([C@@H]1N(C[C@H](C1)F)C(C1=CC(=CC=C1)S(=O)(=O)C)=O)=O)C1CC1)F